FC1=C(C=CC=C1)C1=CC=CC=C1 fluoro[1,1'-biphenyl]